The molecule is zwitterionic form of homocysteine arising from transfer of a proton from the carboxy to the amino group; major species at pH 7.3. It is a tautomer of a L-glutamic 5-semialdehyde. C(C[C@@H](C(=O)[O-])[NH3+])C=O